ClC=1C=C(C=CC1)S(=O)(=O)N[C@H](C(=O)O)CCCCCC(=O)O (S)-2-(3-Chloro-benzenesulfonylamino)-octanedioic acid